(2R,5S)-N-(4-Cyano-2-ethylphenyl)-3-(4-cyano-3-(trifluoromethyl)phenyl)-2-(trifluoromethyl)oxazolidin-5-carboxamid C(#N)C1=CC(=C(C=C1)NC(=O)[C@@H]1CN([C@H](O1)C(F)(F)F)C1=CC(=C(C=C1)C#N)C(F)(F)F)CC